Methyl-trans-4-(8-bromo-5-oxo-5,6-dihydro-4H-[1,2,4]triazolo[4,3-a][1]benzazepin-1-yl)cyclohexancarboxylat COC(=O)[C@@H]1CC[C@H](CC1)C1=NN=C2N1C1=C(CC(C2)=O)C=C(C=C1)Br